(2S)-tetrahydro-2H-pyran-2-methanamine O1[C@@H](CCCC1)CN